(+)-cis-1-amino-2-indanol C1[C@@H]([C@@H](C2=CC=CC=C21)N)O